2-(methylthiomethoxymethyl)benzoate CSCOCC1=C(C(=O)[O-])C=CC=C1